FC1=CC=C(C=C1)C=1N(C(C2=CC(=CC(=C2C1)C(C)NC1=CC=NC=C1C(=O)O)C)=O)C 4-((1-(3-(4-fluorophenyl)-2,7-dimethyl-1-oxo-1,2-dihydroisoquinolin-5-yl)ethyl)amino)nicotinic acid